1-(1H-benzo[d]imidazol-5-yl)-4-(4-(1-(difluoromethyl)-1H-pyrazol-4-yl)-2,6-difluorophenyl)-3-methylazetidin-2-one N1C=NC2=C1C=CC(=C2)N2C(C(C2C2=C(C=C(C=C2F)C=2C=NN(C2)C(F)F)F)C)=O